tert-butyl (3S)-4-formyl-2,2-dimethyl-oxazolidine-3-carboxylate C(=O)C1N(C(OC1)(C)C)C(=O)OC(C)(C)C